2-([1,1':2',1'':2'',1'''-quaterphenyl]-2-yl)-4-phenyl-6-(3-(4,4,5,5-tetramethyl-1,3,2-dioxaborolan-2-yl)phenyl)-1,3,5-triazine C1(=C(C=CC=C1)C1=NC(=NC(=N1)C1=CC=CC=C1)C1=CC(=CC=C1)B1OC(C(O1)(C)C)(C)C)C=1C(=CC=CC1)C=1C(=CC=CC1)C1=CC=CC=C1